IC=1C=C(C=C2C(=C(C=NC12)C#N)NCC(C)(C)C)NC(C=1N=NN(C1)C1(CC1)C(F)(F)F)C1=C2C=CC=NC2=CC=C1 8-iodo-4-(neopentylamino)-6-((quinolin-5-yl(1-(1-(trifluoromethyl)cyclopropyl)-1H-1,2,3-triazol-4-yl)methyl)amino)quinoline-3-carbonitrile